C(C)C=1C=C(C=CC1C1=CC=C2C(=NNC2=C1)C=1NC=C(N1)\C=C\CNC(C)C)O 3-ethyl-4-[3-[4-[(E)-3-(isopropylamino)prop-1-enyl]-1H-imidazol-2-yl]-1H-indazol-6-yl]phenol